OCCOCCO[C@@H]1C[C@H](N(C1)C)COC=1N=C(C2=C(N1)CN(CC2)C2=CC=CC1=CC=CC=C21)N2C[C@@H](NCC2)CC#N 2-[(2S)-4-[2-[[(2S,4R)-4-[2-(2-hydroxyethoxy)ethoxy]-1-methyl-pyrrolidin-2-yl]methoxy]-7-(1-naphthyl)-6,8-dihydro-5H-pyrido[3,4-d]pyrimidin-4-yl]piperazin-2-yl]acetonitrile